(2,5-dibromo-4-carbonyl-thiophene) BrC=1SC(C(C1)=C=O)Br